Methyl-glucose sesqui-stearate C(CCCCCCCCCCCCCCCCC)(=O)O.CC(=O)[C@H](O)[C@@H](O)[C@H](O)[C@H](O)CO.C(CCCCCCCCCCCCCCCCC)(=O)O.C(CCCCCCCCCCCCCCCCC)(=O)O.CC(=O)[C@H](O)[C@@H](O)[C@H](O)[C@H](O)CO